ClC1=CC(=NC=C1OC1=CC=CC=C1)NC=1C2=C(N=CN1)C=CC(=N2)N2CCNCC2 N-(4-chloro-5-phenoxy-2-pyridyl)-6-piperazin-1-yl-pyrido[3,2-d]pyrimidin-4-amine